FC12CC(C1)(C2)C2(CC2)N 1-{3-fluorobicyclo[1.1.1]pentan-1-yl}cyclopropan-1-amine